2-amino-3-chloro-6,7-dibutyl-1,4-naphthoquinone NC=1C(C2=CC(=C(C=C2C(C1Cl)=O)CCCC)CCCC)=O